C(CCCC)=O 1-pentanone